BrCC(=O)NC1=CC=C(CCC[N+](CC)(CC)CC)C=C1 p-bromoacetamido-benzyl-tetraethylammonium